5-(1-methyl-2-pyrrolyl)isoxazole-3-carboxylic acid CN1C(=CC=C1)C1=CC(=NO1)C(=O)O